1-Ethyl-3-(3-dimethylamino-propyl)carbodiimid C(C)N=C=NCCCN(C)C